5-methoxy-1-methyl-1H-pyrazol COC1=CC=NN1C